ClCC(=O)NC1=C(C=C(C=C1NC[C@H]1OCC1)/C=C/C(=O)OC)F Methyl (S,E)-3-(4-(2-chloroacetamido)-3-fluoro-5-((oxetan-2-ylmethyl)amino)phenyl)acrylate